N=C1C=CC(=NN1CCC(=O)O)C1=CSC=C1 3-[6-imino-3-(3-thienyl)pyridazin-1-yl]propanoic acid